(4aR,8aS)-6-[6-[3-dimethylphosphoryl-5-(trifluoromethyl)benzyl]-2-azaspiro[3.3]heptane-2-carbonyl]-4,4a,5,7,8,8a-hexahydropyrido[4,3-b][1,4]oxazin-3-one CP(=O)(C)C=1C=C(CC2CC3(CN(C3)C(=O)N3C[C@@H]4[C@@H](OCC(N4)=O)CC3)C2)C=C(C1)C(F)(F)F